CC1=NN(C(=C1)C)CCC=O 3-(3,5-dimethyl-1H-pyrazol-1-yl)propan-1-one